C1=NC(=CC2=CC=CC=C12)C1CC=NN1C=1C2=C(N=C(N1)NC1=CC=C(C=C1)N1CCN(CC1)C)C=CS2 4-(5-(isoquinolin-3-yl)-4,5-dihydro-1H-pyrazol-1-yl)-N-(4-(4-methylpiperazin-1-yl)phenyl)thieno[3,2-d]pyrimidin-2-amine